methyl (S)-4-(2-chloroacetamido)-3-((1-ethylpyrrolidin-2-yl)methyl)aminobenzoate ClCC(=O)NC1=C(C=C(C(=O)OC)C=C1)NC[C@H]1N(CCC1)CC